(S)-(8,8-difluoro-7-methyl-1,4-dioxaspiro[4.5]decan-7-yl)methylamine FC1([C@](CC2(OCCO2)CC1)(C)CN)F